O1CCN(CC1)C1CCN(CC1)C(CN1N=CC(=C1)NC1=NN2C(C(=CC=C2)N2CC(C2)(N2N=CC(=C2)C2=C(C=CC=C2)C)CC#N)=N1)=O 2-[1-[2-[[1-[2-(4-Morpholino-1-piperidyl)-2-oxoethyl]pyrazol-4-yl]amino]-[1,2,4]triazolo[1,5-a]pyridin-8-yl]-3-[4-(o-tolyl)pyrazol-1-yl]azetidin-3-yl]acetonitril